N-(6-((5-bromo-2-((4-(4-(dimethylamino)piperidin-1-yl)-2-methoxy-5-methylphenyl)amino)pyrimidin-4-yl)amino)quinoxalin-5-yl)methanesulfonamide BrC=1C(=NC(=NC1)NC1=C(C=C(C(=C1)C)N1CCC(CC1)N(C)C)OC)NC=1C(=C2N=CC=NC2=CC1)NS(=O)(=O)C